Tert-butyl (2-((6-(methyl(phenyl)carbamoyl)-2-oxopyridin-1(2H)-yl)methyl)-1-((2-(trimethylsilyl)ethoxy)methyl)-1H-pyrrolo[3,2-b]pyridin-5-yl)carbamate CN(C(=O)C1=CC=CC(N1CC1=CC2=NC(=CC=C2N1COCC[Si](C)(C)C)NC(OC(C)(C)C)=O)=O)C1=CC=CC=C1